1-(4-benzyl-3-oxo-3,4-dihydro-2H-benzo[b][1,4]oxazin-7-yl)-3-(2-methyl-1H-indol-6-yl)urea C(C1=CC=CC=C1)N1C2=C(OCC1=O)C=C(C=C2)NC(=O)NC2=CC=C1C=C(NC1=C2)C